7,8-difluoro-1-methyl-5H-pyrazolo[4,3-c]Quinolin-4-one FC=1C(=CC=2C3=C(C(NC2C1)=O)C=NN3C)F